α-chlorocyclohexanone C1CCC(=O)C(C1)Cl